Cl.Cl.N1=C(C=NC=C1)N pyrazin-2-amine dihydrochloride